octadecyl-1,3-dimethylbutyl ether C(CCCCCCCCCCCCCCCCC)C(CC(C)C)(C)OC(CC(C)C)(CCCCCCCCCCCCCCCCCC)C